(5-methyl-2-((1-(2-methyltetrahydro-2H-pyran-4-yl)-1H-pyrazol-4-yl)amino)pyrimidin-4-yl)benzoic acid CC=1C(=NC(=NC1)NC=1C=NN(C1)C1CC(OCC1)C)C1=C(C(=O)O)C=CC=C1